C(C)(C)(C)C1=CC=C(C=C1)CC(C=O)C 3-(4-Tert-butylphenyl)-2-methylpropionaldehyde